C(C)(C)(C)OC(NS(=O)(=O)N1CCC(C(CC1)C1N2C(C3=CC=CC=C13)=CN=C2)O)=O ((4-hydroxy-5-(5H-imidazo[5,1-a]isoindol-5-yl)azepan-1-yl)sulfonyl)carbamic acid tert-butyl ester